C1CC12NCC/C(/C2)=C/C=2N=NC(=CN2)C2=C(C=C(C=C2)N2C=NC=C2)O (Z)-2-(3-((4-azaspiro[2.5]octan-7-ylidene)methyl)-1,2,4-triazin-6-yl)-5-(1H-imidazol-1-yl)phenol